tert-butyl ((5-(benzyloxy)-3-methyl-4,6-dioxo-2,3,4,6-tetrahydro-1H-pyrido[2,1-f][1,2,4]triazin-2-yl)methyl)carbamate C(C1=CC=CC=C1)OC=1C(C=CN2NC(N(C(C21)=O)C)CNC(OC(C)(C)C)=O)=O